Aminoethyl methacrylate (2-aminoethyl methacrylate) NCCC=C(C(=O)O)C.C(C(=C)C)(=O)OCCN